4-((S)-3-(4-Chloro-2-fluorophenyl)-2,3-dihydrobenzo[b][1,4]dioxin-5-yl)piperidine ClC1=CC(=C(C=C1)[C@@H]1OC2=C(OC1)C=CC=C2C2CCNCC2)F